[Si](C)(C)(C(C)(C)C)OCC1=NN=C(O1)C12CC(CC(N1C(=O)NC1=CC(=C(C=C1)Cl)C1=NN(C=N1)C)C2)C 1-(5-(((tert-butyldimethylsilyl)oxy)methyl)-1,3,4-oxadiazol-2-yl)-N-(4-chloro-3-(1-methyl-1H-1,2,4-triazol-3-yl)phenyl)-3-methyl-6-azabicyclo[3.1.1]heptane-6-carboxamide